NC1=NC=C(C=N1)\C=C\1/C(N(C2=CC(=C(C=C12)C#N)C)C1=CC=C(C=C1)S(=O)(=O)C)=O (Z)-3-((2-Aminopyrimidin-5-yl)methylene)-6-methyl-1-(4-(methylsulfonyl)phenyl)-2-oxoindoline-5-carbonitrile